C(CCCCCCC)N(CCO)CCO N-Octyl-diethanolamin